allyl (2-propyne-1-oxy) fluorophosphate P(=O)(OCC=C)(OOCC#C)F